6-[3-[4-[2-(aminomethyl)-3,3-difluoro-allyl]-5-oxo-tetrazol-1-yl]phenyl]-1-methyl-3,4-dihydroquinolin-2-one trifluoroacetate FC(C(=O)O)(F)F.NCC(CN1N=NN(C1=O)C=1C=C(C=CC1)C=1C=C2CCC(N(C2=CC1)C)=O)=C(F)F